FC(C(=O)O)(C1CCOCC1)F 2,2-difluoro-2-(tetrahydro-2H-pyran-4-yl)acetic acid